N1C=CC2=COC=CN21 pyrazolo[3,2-c][1,4]oxazin